ClC1=CC=C(C(=O)NC(C)C2=NC=3CCCN(C3C=C2)C2=NC(=CC=C2)CO)C=C1 4-chloro-N-(1-(5-(6-(hydroxymethyl)pyridin-2-yl)-5,6,7,8-tetrahydro-1,5-naphthyridin-2-yl)ethyl)benzamide